C(C)(=O)C1=C(NC2=C(C=NC(=C2[C@@H]1C1=C(C=C(C#N)C=C1)OC([2H])([2H])[2H])OCC)C)C (S)-4-(3-acetyl-5-ethoxy-2,8-dimethyl-1,4-dihydro-1,6-naphthyridine-4-yl)-3-(methoxy-d3)benzonitrile